C[C@H](C[C@H](C)OC1=CC=C(C=C1C=1C(=C(C=C(C1)C(C)(CC(C)(C)C)C)C1=C2C=C3C(CCC(C3=CC2=CC2=CC=3C(CCC(C3C=C12)(C)C)(C)C)(C)C)(C)C)O)F)OC1=CC=C(C=C1C=1C(=C(C=C(C1)C(C)(CC(C)(C)C)C)C1=C2C=C3C(CCC(C3=CC2=CC2=CC=3C(CCC(C3C=C12)(C)C)(C)C)(C)C)(C)C)O)F 6',6'''-(((2R,4S)-pentane-2,4-diyl)bis(oxy))bis(3'-fluoro-3-(1,1,4,4,8,8,11,11-octamethyl-1,2,3,4,8,9,10,11-octahydropentacen-6-yl)-5-(2,4,4-trimethylpentan-2-yl)-[1,1'-biphenyl]-2-ol)